2-acetamido-2-desoxy-D-glucopyranose C(C)(=O)N[C@H]1C(O)O[C@@H]([C@H]([C@@H]1O)O)CO